2-amino-6-chloro-3-tri-fluoromethoxybenzoic acid NC1=C(C(=O)O)C(=CC=C1OC(F)(F)F)Cl